(2-(tert-butylamino)-4-(5-methylfuran-2-yl)pyrazolo[1,5-a][1,3,5]triazin-8-yl)methanol C(C)(C)(C)NC1=NC=2N(C(=N1)C=1OC(=CC1)C)N=CC2CO